CC1(OC2=CC(=CC=C2C(C1)=O)C(F)(F)F)CCC1=CC=CC=C1 2-methyl-2-phenethyl-7-(trifluoromethyl)chroman-4-one